CC([C@H](CC(=O)NC[C@H](CC1=CC(=C(C(=O)NC)C=C1F)F)N(C)C)C1=CC=CC=C1)(C)C 4-((S)-3-((S)-4,4-dimethyl-3-phenylpentanamido)-2-(dimethylamino)propyl)-2,5-difluoro-N-methylbenzamide